benzimidazolo[2,1-b][1,3]benzothiazole C1=CC=CC2=C1N1C(S2)=NC2=C1C=CC=C2